OC1C(CC12CCN(CC2)S(=O)(=O)N)C2N1C(C3=CC=CC=C23)=CN=C1 1-hydroxy-2-(5H-imidazo[4,3-a]isoindol-5-yl)-7-azaspiro[3.5]nonane-7-sulfonamide